2-((2S,3S)-3-(2-cyano-5-fluorophenyl)-3-(1,3-dimethyl-1H-pyrazol-4-yl)-1,1,1-trifluoropropan-2-yl)-5-hydroxy-N-(isoxazol-4-yl)-1-methyl-6-oxo-1,6-dihydropyrimidine-4-carboxamide C(#N)C1=C(C=C(C=C1)F)[C@H]([C@H](C(F)(F)F)C=1N(C(C(=C(N1)C(=O)NC=1C=NOC1)O)=O)C)C=1C(=NN(C1)C)C